1-(3-(4-amino-1-isopropyl-1H-pyrazolo[3,4-d]pyrimidin-3-yl)phenyl)ethanone NC1=C2C(=NC=N1)N(N=C2C=2C=C(C=CC2)C(C)=O)C(C)C